C(C)(C)(C)OC(NCC1=CC(=CC(=C1)F)C=1C=NN(C1)C1CCCCC1)=O 3-(1-Cyclohexyl-1H-pyrazol-4-yl)-5-fluorobenzyl-carbamic acid tert-butyl ester